ClC1=C(C(N(C2=NC(=C(C=C12)F)C1=C(C=CC=C1OC)F)C[C@H]1N(CCC1)C)=O)C#N 4-chloro-6-fluoro-7-(2-fluoro-6-methoxyphenyl)-1-(((S)-1-methylpyrrolidin-2-yl)methyl)-2-oxo-1,2-dihydro-1,8-naphthyridine-3-carbonitrile